1-methyl-6-(1-methyl-3,4,5,6,7,7a-hexahydro-2H-indol-3a-yl)indazole CN1N=CC2=CC=C(C=C12)C12CCN(C2CCCC1)C